O[C@H](C=O)[C@H]([C@@H]([C@H](CO)O)O)O (2S,3S,4R,5S)-2,3,4,5,6-pentahydroxyhexanal